1-amino-2-methoxypyridinium N[N+]1=C(C=CC=C1)OC